3-(Trifluoromethyl)phenylmagnesium bromide FC(C=1C=C(C=CC1)[Mg]Br)(F)F